N1=CC=C(C=C1)C1C(C(C1C1=CC=NC=C1)C1=CC=NC=C1)C1=CC=NC=C1 1,2,3,4-tetrakis(4-pyridyl)cyclobutane